O1CCC(=CC1)C1=C(C=C(C=C1)N)C=1N=NN(N1)C(C1=CC=CC=C1)(C1=CC=CC=C1)C1=CC=CC=C1 4-(3,6-dihydro-2H-pyran-4-yl)-3-(2-trityl-2H-tetrazol-5-yl)phenylamine